(5,8-dimethoxy-1,4-dioxo-1,4-dihydronaphthalen-2-yl)carbamic acid tert-butyl ester C(C)(C)(C)OC(NC=1C(C2=C(C=CC(=C2C(C1)=O)OC)OC)=O)=O